4-Hydroxyaminoquinoline 1-oxide monohydrochloride Cl.ONC1=CC=[N+](C2=CC=CC=C12)[O-]